C1(CCC1)C1=NC(=NC=C1)OCC1=C(N=NN1C)C1=CC=C(C(=N1)C1CC1)O[C@@H]1C[C@H](CCC1)C(=O)O (1s,3s)-3-((6-(5-(((4-cyclobutylpyrimidin-2-yl)oxy)methyl)-1-methyl-1H-1,2,3-triazol-4-yl)-2-cyclopropylpyridin-3-yl)oxy)cyclohexane-1-carboxylic acid